OC[C@H]1N(CCC1)CC1=CC(=NC(=C1)C(F)(F)F)OC1CCNCC1 4-{[4-{[(2S)-2-(hydroxymethyl)pyrrolidin-1-yl]methyl}-6-(trifluoromethyl)pyridin-2-yl]oxy}piperidin